(2S,3R,4R,5S,6R)-2-(3-((2,3-dihydrobenzo[b][1,4]dioxin-6-yl)methyl)-4-ethylphenyl)-6-(hydroxymethyl)tetrahydro-2H-pyran-3,4,5-triol O1C2=C(OCC1)C=C(C=C2)CC=2C=C(C=CC2CC)[C@@H]2O[C@@H]([C@H]([C@@H]([C@H]2O)O)O)CO